pyrido[2,1-f][1,2,4]triazine-6,8-dione methanesulfonate CS(=O)(=O)O.N=1N2C(C=NC1)=CC(CC2=O)=O